1-(2-(2-amino-6-((4-aminophenyl)amino)-9H-purin-9-yl)ethyl)-3-(1-ethyl-3-methyl-1H-pyrazol-5-yl)urea NC1=NC(=C2N=CN(C2=N1)CCNC(=O)NC1=CC(=NN1CC)C)NC1=CC=C(C=C1)N